ClC1=C(OC(C(=O)O)C2=CC=CC=C2)C=CC(=C1)Cl (2,4-Dichlorophenoxy)phenylacetic acid